5-(3,3,3-trifluoro-1-(2-phenyl-1H-indol-3-yl)propyl)thiophene-3-sulfonyl fluoride FC(CC(C1=C(NC2=CC=CC=C12)C1=CC=CC=C1)C1=CC(=CS1)S(=O)(=O)F)(F)F